O=C1NC(CCC1N1C(N(C2=C1C=CC=C2CCC2CC1(C2)CCN(CC1)C(=O)OC(C)(C)C)C)=O)=O tert-butyl 2-[2-[1-(2,6-dioxo-3-piperidyl)-3-methyl-2-oxo-benzimidazol-4-yl]ethyl]-7-azaspiro[3.5]nonane-7-carboxylate